2-(2-trifluoroethoxyphenoxy)ethyl bromide FC(COC1=C(OCCBr)C=CC=C1)(F)F